5-bromo-6-isopropoxy-2-(tetrahydro-2H-pyran-4-yl)-2H-indazole BrC1=CC2=CN(N=C2C=C1OC(C)C)C1CCOCC1